3-(4-methoxyphenyl)-3-(2,4-dimethoxyphenyl)-phenyl-6,11-dimethoxy-13-methyl-13-hydroxyethoxyethoxyethoxy-3h,13h-indeno[2',3':3,4]naphtho[1,2-b]pyran COC1=CC=C(C=C1)C1(CC(=CC=C1)C=1C2=C(OCC1)C=1C=C(C=CC1C1=C2C(C2=CC(=CC=C21)OC)(OCCOCCOCCO)C)OC)C2=C(C=C(C=C2)OC)OC